1-methyl-2-(2-methylpyridin-3-yl)pyrrolidin-1-ium levulinate C(CCC(=O)C)(=O)[O-].C[NH+]1C(CCC1)C=1C(=NC=CC1)C